ClC(C1=NC(=NO1)C1=CC=C(CP(NC)(=O)C)C=C1)(F)F P-(4-(5-(chlorodifluoromethyl)-1,2,4-oxadiazol-3-yl)benzyl)-N,P-dimethylphosphinic amide